antimony fluoride iodonium salt [IH2+].[Sb](F)(F)F